CC1(CCN(C=2C=CC=3N(C12)N=C(C3)O)S(=O)(=O)C3=CC=C(C)C=C3)C 9,9-dimethyl-6-tosyl-6,7,8,9-tetrahydropyrazolo[1,5-a][1,5]naphthyridin-2-ol